5-(4-methoxynaphthalene-1-yl)-4-(4-methoxyphenyl)-1H-pyrazole COC1=CC=C(C2=CC=CC=C12)C1=C(C=NN1)C1=CC=C(C=C1)OC